2-[[4-[(6S)-1,8-diazaspiro[5.5]undecan-8-yl]-3-thiazol-2-yl-pyrrolo[2,3-b]pyridin-1-yl]methoxy]ethyl-trimethyl-silane N1CCCC[C@]12CN(CCC2)C2=C1C(=NC=C2)N(C=C1C=1SC=CN1)COCC[Si](C)(C)C